Br.[Br-].C1(=CC=CC=C1)[PH+](C1=CC=CC=C1)C1=CC=CC=C1 Triphenyl-phosphonium bromide hydrobromide